C(C1=CC=CC=C1)N1CC=2C=NC3N(C2CC1)CCN3C 7-benzyl-3-methyl-2,3,6,7,8,9-hexahydroimidazo[1,2-a]pyrido[3,4-e]pyrimidine